4-(3-(trifluoromethoxy)phenyl)-N-(3-(trifluoromethyl)phenyl)thiazol-2-amine FC(OC=1C=C(C=CC1)C=1N=C(SC1)NC1=CC(=CC=C1)C(F)(F)F)(F)F